2-methyl-2-morpholinopropanol CC(CO)(C)N1CCOCC1